ClC=1C(=C(C=CC1Cl)NC=1C2=C(N=CN1)C=NC(=C2)OC)F N-(3,4-dichloro-2-fluorophenyl)-6-methoxypyrido[3,4-d]pyrimidin-4-amine